ethylene dihydroxystearate OC(C(=O)O)(CCCCCCCCCCCCCCCC)O.C=C